CN(C)CC1CNCCC1 3-(dimethylaminomethyl)piperidine